N[C@@H]1C(CN(C1)C=1C2=CN(N=C2C=CC1NC(=O)C1=NN(C(C=C1)=O)C1=C(C=CC=C1F)F)[C@@H]1COCC1)(C)C N-(4-((R)-4-amino-3,3-dimethylpyrrolidin-1-yl)-2-((S)-tetrahydrofuran-3-yl)-2H-indazol-5-yl)-1-(2,6-difluorophenyl)-6-oxo-1,6-dihydropyridazine-3-carboxamide